C(C)(C)(C)N1N=C(C(=C1C)O)C1=C(C(=CC=C1F)F)F 1-(tert-Butyl)-3-(2,3,6-trifluorophenyl)-5-methyl-pyrazol-4-ol